CNC1=NC(=NC=C1C(F)(F)F)NC=1C=NN2C1C=C(C=C2)C#N 3-[[4-(methylamino)-5-(trifluoromethyl)pyrimidin-2-yl]amino]pyrazolo[1,5-a]pyridine-5-carbonitrile